3,4-dimethyl-1-phenyl-1H-pyrrole-2,5-dione CC=1C(N(C(C1C)=O)C1=CC=CC=C1)=O